C(C=C)CN(CCC(=O)NC(CS(=O)(=O)[O-])(C)C)C 2-(3-(allyldimethylamino) propanamido)-2-methylpropane-1-sulfonate